O=C1NC(CC[C@@H]1N1C(C2=CC=C(C=C2C1=O)N1CCN(CC1)C1=CC=C(CNC2=C3N=CN(C3=NC=N2)C2CC(C2)NC(C2=NC(=CC=C2)C)=O)C=C1)=O)=O N-((1s,3s)-3-(6-((4-(4-(2-(2,6-dioxopiperidin-3-yl)-1,3-dioxoisoindolin-5-yl)piperazin-1-yl)benzyl)amino)-9H-purin-9-yl)cyclobutyl)-6-methylpicolinamide